(2R,3S,4S)-4-hydroxy-2-[(4-methoxyphenyl)methyl]pyrrolidin-3-yl N-{[(3R)-1-methylpyrrolidin-3-yl]methyl}carbamate CN1C[C@H](CC1)CNC(O[C@H]1[C@H](NC[C@@H]1O)CC1=CC=C(C=C1)OC)=O